(S)-7-isopropyl-4,8-dimethyl-2-((cis-3-(((6-(trifluoromethyl)pyridin-3-yl)oxy)methyl)cyclobutyl)amino)-7,8-dihydropteridin C(C)(C)[C@H]1C=NC=2C(=NC(=NC2N1C)N[C@@H]1C[C@@H](C1)COC=1C=NC(=CC1)C(F)(F)F)C